NC1CN(CCC1)C1=CC=CC=N1 6-(3-aminopiperidin-1-yl)pyridin